(4-bromophenyl)sydnone BrC1=CC=C(C=C1)[N+]=1[N-]OC(C1)=O